3-chloro-6-[4-(4-fluorophenyl)-2-methyl-pyrazol-3-yl]imidazo[1,2-a]pyridine ClC1=CN=C2N1C=C(C=C2)C=2N(N=CC2C2=CC=C(C=C2)F)C